3-BROMO-1-[ISOCYANO-(TOLUENE-4-SULFONYL)-METHYL]-BENZENE BrC=1C=C(C=CC1)C(S(=O)(=O)C1=CC=C(C)C=C1)[N+]#[C-]